BrC=1C(=NC(=NC1)Cl)NC1C=NC2=CC=CC=C2N1P(C)(C)=O (3-((5-bromo-2-chloropyrimidin-4-yl)amino)quinoxalin-4-yl)dimethylphosphine oxide